Butyl 4-(4-((5-(cyclohex-1-en-1-yl)imidazo[1,2-a]pyrazin-8-yl)amino)phenyl)piperazine-1-carboxylate C1(=CCCCC1)C1=CN=C(C=2N1C=CN2)NC2=CC=C(C=C2)N2CCN(CC2)C(=O)OCCCC